COC(=O)C1CC2=C(SC(=C2C(C2=C(C=CC=C2)CC)=O)NC(CBr)=O)C1 3-(2-ethylbenzoyl)-2-(2-bromoacetamido)-4H,5H,6H-cyclopenta[b]thiophene-5-carboxylic acid methyl ester